C1(CCC1)N1C(=NC2=C1C=C(C=C2)N2N=CN=C2)C=2N(C(C(=C(N2)C(=O)NC=2C=NOC2)OC)=O)C 2-[1-cyclobutyl-6-(1H-1,2,4-triazol-1-yl)-1H-1,3-benzodiazol-2-yl]-5-methoxy-1-methyl-N-(1,2-oxazol-4-yl)-6-oxo-1,6-dihydropyrimidine-4-carboxamide